bis(2-hexyldecyl) 6,6'-(((methylazanediyl)bis(octane-8,1-diyl))bis(azanediyl))dihexanoate CN(CCCCCCCCNCCCCCC(=O)OCC(CCCCCCCC)CCCCCC)CCCCCCCCNCCCCCC(=O)OCC(CCCCCCCC)CCCCCC